CN1C(=NC2=C1C=CC=C2)C2=CC1=C(N=C(N1CC1=CC=C(C=C1)C=1C(=CC=CC1)C(=O)N[C@H](C=O)CC=1N=CN(C1)C(C1=CC=CC=C1)(C1=CC=CC=C1)C1=CC=CC=C1)CCC)C(=C2)C (S)-4'-((1,7'-dimethyl-2'-propyl-1H,3'H-[2,5'-bibenzo[d]imidazol]-3'-yl)methyl)-N-(1-oxo-3-(1-trityl-1H-imidazol-4-yl)propan-2-yl)-[1,1'-biphenyl]-2-carboxamide